CC1CC(=O)OCC1 mono-β-methyl-δ-valerolactone